(Z)-2-fluoro-5-((3-oxoisobenzofuran-1(3H)-ylidene)methyl)benzonitrile FC1=C(C#N)C=C(C=C1)\C=C\1/OC(C2=CC=CC=C12)=O